tert-butyl (3S,4S)-4-[[6-iodo-1-(2,2,2-trifluoroethyl) benzimidazole-4-carbonyl] amino]-3-methyl-piperidine-1-carboxylate IC=1C=C(C2=C(N(C=N2)CC(F)(F)F)C1)C(=O)N[C@@H]1[C@H](CN(CC1)C(=O)OC(C)(C)C)C